CC1=C(C(=O)NCC(NCC(F)(F)F)=O)C=CC(=C1)C1=NO[C@@](C1)(C(F)(F)F)C1=C(C(=CC(=C1)C(F)(F)F)Cl)F 2-methyl-N-[2-oxo-2-(2,2,2-trifluoroethylamino)ethyl]-4-[(5R)-5-[3-chloro-2-fluoro-5-(trifluoromethyl)phenyl]-5-(trifluoromethyl)-4H-isoxazol-3-yl]benzamide